(2R,6R)-2-methyl-6-(2H-tetrazol-5-yl)-4-(4-(6-(trifluoromethyl)imidazo[1,2-a]pyridin-3-yl)pyrimidin-2-yl)morpholine C[C@@H]1CN(C[C@@H](O1)C=1N=NNN1)C1=NC=CC(=N1)C1=CN=C2N1C=C(C=C2)C(F)(F)F